platinum-rhodium-zirconium-rhenium [Re].[Zr].[Rh].[Pt]